C(#N)C1=CC(=CC2=CC(=CC=C12)C#N)C#N 1,3,6-triscyanonaphthalene